10-(2-((1R,4R)-2-oxa-5-azabicyclo[2.2.1]heptan-5-yl)ethyl)-3,7-bis-(1H-pyrazolo[3,4-b]pyridin-4-yl)-10H-phenoxazine [C@H]12OC[C@H](N(C1)CCN1C3=CC=C(C=C3OC=3C=C(C=CC13)C1=C3C(=NC=C1)NN=C3)C3=C1C(=NC=C3)NN=C1)C2